3-[2-([1,4]Dioxan-2-ylmethoxy)-4-oxo-6,7-dihydro-4H-pyrimido[6,1-a]isoquinolin-9-yl]-4-fluoro-benzamide O1C(COCC1)COC1=NC(N2C(C3=CC=C(C=C3CC2)C=2C=C(C(=O)N)C=CC2F)=C1)=O